C(C)(=O)C1=C(C2=C(N=C(N=C2)NC2=CC=C(C=N2)N2CCN(CC2)CC=2C=C3CN(CC3=CC2F)C2C(NC(CC2)=O)=O)N(C1=O)C1CCCC1)C 5-((4-(6-((6-acetyl-8-cyclopentyl-5-methyl-7-oxo-7,8-dihydropyrido[2,3-d]pyrimidine-2-yl)amino)pyridin-3-yl)piperazin-1-yl)methyl)-2-(2,6-dioxopiperidin-3-yl)-6-fluoroisoindoline